ClC=1C=CC(=C(C1)C1=NN2C(CNCC2)=C1C1=C2C(=NC=C1)NC=C2C)F 2-(5-chloro-2-fluorophenyl)-3-(3-methyl-1H-pyrrolo[2,3-b]pyridin-4-yl)-4,5,6,7-tetrahydropyrazolo[1,5-a]pyrazine